N1N=CC(=C1)C1=CC=C(O1)C(=O)NC=1C(=NN(C1)C1CN(C1)C(=O)NC1CC1)C1=NC=CC=C1 3-[4-{5-(1H-pyrazol-4-yl)furan-2-carboxamido}-3-(pyridin-2-yl)-1H-pyrazol-1-yl]-N-cyclopropylazetidine-1-carboxamide